FC1=C(C=C2CCCN(C2=C1)C(C(=C)F)=O)C1=C(C(=C2N1C=C(N=C2)C)C(=O)N)C2=CC(=C(C=C2)OC2=NC=CC(=N2)C)F 6-(7-fluoro-1-(2-fluoroacryloyl)-1,2,3,4-tetrahydroquinolin-6-yl)-7-(3-fluoro-4-((4-methylpyrimidin-2-yl)oxy)phenyl)-3-methylpyrrolo[1,2-a]pyrazine-8-carboxamide